OC1CCC2(CN(C2)C(=O)N2C[C@@H]3[C@@H](OCC(N3)=O)CC2)CC1 (4aR,8aS)-6-(7-hydroxy-2-azaspiro[3.5]nonane-2-carbonyl)hexahydro-2H-pyrido[4,3-b][1,4]oxazin-3(4H)-one